5-(3-ethylsulfonyl-2-pyridyl)-1-(2,2,3,3,3-pentafluoropropyl)pyrrolo[2,3-c]pyridine C(C)S(=O)(=O)C=1C(=NC=CC1)C=1C=C2C(=CN1)N(C=C2)CC(C(F)(F)F)(F)F